C1=CC=CC=2C3=CC=CC=C3C(C12)COC(=O)N([C@H](C)C(=O)NC1=CC=C2C(=N1)C=NN2C(=O)OC(C)(C)C)C tert-Butyl 5-({N-[(9H-fluoren-9-ylmethoxy)carbonyl]-N-methyl-D-alanyl}amino)-1H-pyrazolo[4,3-b]pyridine-1-carboxylate